(E)-1-(2-Chloro-4-fluorophenyl)-3-(4-hydroxyphenyl)prop-2-en-1-one ClC1=C(C=CC(=C1)F)C(\C=C\C1=CC=C(C=C1)O)=O